2-({2-chloro-5-[3,5-dimethyl-2,6-dioxo-4-(trifluoromethyl)-3,6-dihydropyrimidine-1(2H)-yl]-4-fluorophenyl}sulfanyl)butanoic acid ClC1=C(C=C(C(=C1)F)N1C(N(C(=C(C1=O)C)C(F)(F)F)C)=O)SC(C(=O)O)CC